C(C)(C)(C)C1=NN=C(O1)C1CC(CC1)C1=CC(=NN1)N 5-(3-(5-(tert-butyl)-1,3,4-oxadiazol-2-yl)cyclopentyl)-1H-pyrazol-3-amine